C1(CC1)C1=C(C=CC=C1CC(=O)N[C@H]1C(CCC[C@@H]1OC1CCNCC1)(F)F)C1=CC(=CC(=C1)F)F 2-(2-cyclopropyl-3',5'-difluoro-[1,1'-biphenyl]-3-yl)-N-((1R,6S)-2,2-difluoro-6-(piperidin-4-yloxy)cyclohexyl)acetamide